OC(CCCC(=O)O)CCCC delta-hydroxynonanoic acid